4-chlorocarbonyl-benzoic acid methyl ester COC(C1=CC=C(C=C1)C(=O)Cl)=O